BrC=1C=C2C=CN(C(C2=CC1F)=O)CCCC(CO)OCC1=CC=C(C=C1)OC 6-bromo-7-fluoro-2-(5-hydroxy-4-((4-methoxybenzyl)oxy)pentyl)isoquinolin-1(2H)-one